FC1(CCC(CC1)NC1=CC(=NC(=N1)N1N=C(C=C1)C)OC1CN(C1)C(C(C)C)=O)F 1-(3-((6-((4,4-difluorocyclohexyl)amino)-2-(3-methyl-1H-pyrazol-1-yl)pyrimidin-4-yl)oxy)azetidin-1-yl)-2-methylpropan-1-one